bis-{4-(benzoxazol-2-yl)phenyl}-{4-(phenanthren-9-yl)phenyl}amine O1C(=NC2=C1C=CC=C2)C2=CC=C(C=C2)N(C2=CC=C(C=C2)C=2C1=CC=CC=C1C=1C=CC=CC1C2)C2=CC=C(C=C2)C=2OC1=C(N2)C=CC=C1